O=C1NC(CCC1N1C(C2(CC1=O)CCNCC2)=O)=O 2-(2,6-dioxo-3-piperidinyl)-2,8-diazaspiro[4.5]decane-1,3-dione